diiodo[2,6-bis[4-(S)-naphthyl-2-oxazolyl]pyridine] cobalt [Co].IC=1C=C(C(=NC1C=1OC=C(N1)C1=CC=CC2=CC=CC=C12)C=1OC=C(N1)C1=CC=CC2=CC=CC=C12)I